CC(CO)(C(O)C(C)C)C 2,2-dimethyl-3-isopropyl-1,3-propanediol